ClC(C(=O)OCC)C(C)=O ethyl 2-chloro-3-oxo-butanoate